5'-O-(4,4'-Dimethoxytrityl)-3'-O-((1-(5-(azidomethyl)-2-nitrophenyl)ethoxy)methyl)thymidine COC1=CC=C(C(C2=CC=C(C=C2)OC)(C2=CC=CC=C2)OC[C@@H]2[C@H](C[C@@H](O2)N2C(=O)NC(=O)C(C)=C2)OCOC(C)C2=C(C=CC(=C2)CN=[N+]=[N-])[N+](=O)[O-])C=C1